C(C)(C)(C)OC(=O)NC1CC2(C1)CC(C2)N[C@@H](COC2=NC(=NC(=C2)C2=C(C=CC=C2C)C)NS(=O)(=O)C=2C=C(C(=O)O)C=CC2)CC2(CC2)C(F)(F)F 3-[[4-[(2R)-2-[[2-(tert-butoxycarbonylamino)spiro[3.3]heptan-6-yl]amino]-3-[1-(trifluoromethyl)cyclopropyl]propoxy]-6-(2,6-dimethylphenyl)pyrimidin-2-yl]sulfamoyl]benzoic acid